COC1=NC(=CC=C1COC=1C=C2CCC(=C(C2=CC1)C)CN1CC(C1)C(=O)NC)C(F)(F)F 1-((6-((2-methoxy-6-(trifluoromethyl)pyridin-3-yl)methoxy)-1-methyl-3,4-dihydronaphthalen-2-yl)methyl)-N-methylazetidine-3-carboxamide